ClC=1C=CC(=C(C1)C1=CC(=CN=N1)NC1=C2C(=NC=C1)NC=C2C(=O)NCCN2CCN(CC2)C)F 4-{[6-(5-chloro-2-fluoro-phenyl)pyridazin-4-yl]-amino}-N-[2-(4-methyl-piperazin-1-yl)ethyl]-1H-pyrrolo[2,3-b]pyridine-3-carboxamide